4-[6-(2-Chloro-4-methyl-phenyl)-4-cyano-3-hydroxy-pyridin-2-yl]-4-oxo-butyric acid ClC1=C(C=CC(=C1)C)C1=CC(=C(C(=N1)C(CCC(=O)O)=O)O)C#N